C(C)(C)(C)[Si](OC1CN(C1)CC(=O)NCCOC1OCCCC1)(C)C 3-{[tert-butyldi(methyl)silyl]oxy}-N-{2-[(oxan-2-yl)oxy]ethyl}azetidine-1-carboxyamide